tris(trimethylsilyl) monothiophosphate P(=S)(O[Si](C)(C)C)(O[Si](C)(C)C)O[Si](C)(C)C